5-(4,5-dihydro-1H-imidazol-2-yl)-6-methoxypyridin N1C(=NCC1)C=1C=CC=NC1OC